C[SiH](C)CCC[N+](CCOCCOCCC(=O)[O-])(CCCS(=O)(=O)[O-])CCCS(=O)(=O)[O-].[O-2].[Ca+2] CALCIUM OXID 2-methyl-6,6-bis(3-sulfonatopropyl)-9,12-dioxa-6-aza-2-silapentadecan-6-ium-15-oate